FC(C(C(C(P([O-])(=O)OC12CCC(CC1)C2)(F)F)(F)F)(F)F)(F)F norbornyl nonafluorobutanephosphonate